(R)-2-amino-5-(4-(2-hydroxy-2-phenylpropionamido)-2-methylphenyl)-N-isopropylnicotinamide NC1=C(C(=O)NC(C)C)C=C(C=N1)C1=C(C=C(C=C1)NC([C@@](C)(C1=CC=CC=C1)O)=O)C